6-(2-naphthyl)-4-oxo-5H-pyrazolo[1,5-a]pyrazine-2-carboxamide C1=C(C=CC2=CC=CC=C12)C=1NC(C=2N(C1)N=C(C2)C(=O)N)=O